3-(3-bromo-5-(methoxymethyl)phenyl)oxetan-3-ol BrC=1C=C(C=C(C1)COC)C1(COC1)O